C[Si](OCCC)(OCCC)C1=CC=CC=C1 methylphenyl-di(n-propoxy)silane